ClC1=CC=C(C=C1)C(C(=O)C1=CC=C(C=N1)NC([O-])=O)(F)F (6-(2-(4-Chlorophenyl)-2,2-difluoroacetyl)pyridin-3-yl)carbamate